C(C)(C)(C)OC(=O)N1CCC(CC1)C1=NC(=CC=C1)OCC1=C(C=C(C=C1)C(N(C)OC)=O)OC 4-(6-((2-Methoxy-4-(methoxy(methyl)carbamoyl)benzyl)oxy)pyridin-2-yl)piperidine-1-carboxylic acid tert-butyl ester